BrC1=CC(=CC=C1)CCCCCBr 1-bromo-3-(5-bromopentyl)benzene